C(C1=CC=CC=C1)NC(=O)C1=C(SC2=C1CCCC2)NC(CN2CCC(CC2)C)=O N-Benzyl-2-{[(4-methyl-1-piperidinyl)acetyl]amino}-4,5,6,7-tetrahydro-1-benzothiophen-3-carboxamid